(1R,4S)-8-hydroxy-1,2,3,4-tetrahydro-1,4-methanonaphthalen-5-yl acetate C(C)(=O)OC1=C2[C@H]3CC[C@@H](C2=C(C=C1)O)C3